3-(4,4-difluoroazepan-1-yl)-5-methyl-6-phenylpyridazine-4-carboxylic acid FC1(CCN(CCC1)C=1N=NC(=C(C1C(=O)O)C)C1=CC=CC=C1)F